Tri-Sodium Phosphate P(=O)([O-])([O-])[O-].[Na+].[Na+].[Na+]